(R)-7-Amino-3-(1-(but-2-ynoyl)piperidin-3-yl)-1-(4-(2-fluorophenoxy)phenyl)-1,5-dihydro-4H-pyrrolo[2,3-d]pyridazin-4-on NC1=NNC(C2=C1N(C=C2[C@@H]2CN(CCC2)C(C#CC)=O)C2=CC=C(C=C2)OC2=C(C=CC=C2)F)=O